OC1=C(C=CC(=C1)OCCCCCCCC)N1N=C2C(=N1)C=CC(=C2)Cl 2-(2-hydroxy-4-octyloxyphenyl)-5-chloro-2H-benzotriazole